C(=O)(O)[C@H](O)[C@@H](O)C(=O)O.FC=1C=C(OCCNCCC)C=C(C1)S(=O)(=O)C.FC=1C=C(OCCNCCC)C=C(C1)S(=O)(=O)C [2-(3-fluoro-5-methanesulfonylphenoxy)ethyl](propyl)amine hemi-L-tartrate